tert-Butyl-N-tert-butoxycarbonyl-N-[[3-(difluoromethyl)-4-(hydroxymethyl)-7-[4-(trifluoromethoxy)phenyl]benzimidazol-5-yl]methyl]carbamate C(C)(C)(C)OC(N(CC1=C(C2=C(N=CN2C(F)F)C(=C1)C1=CC=C(C=C1)OC(F)(F)F)CO)C(=O)OC(C)(C)C)=O